(S)-3-amino-4-(3-benzothienyl)-butyric acid N[C@H](CC(=O)O)CC1=CSC2=C1C=CC=C2